C12(C(CCC(C1(C)C)C2)C)C2=CC=C(C=C2)C21C(CCC(C2(C)C)C1)C 1,4-dipinylbenzene